C1NCC2=CC(=CC=C12)C=1OC=NN1 2-(isoindolin-5-yl)-1,3,4-oxadiazole